ClC=1C=C(C=CC1OCCOC)C1=CC(=NN1CC(C)C)NC1=NC=C(C=C1C(=O)O)C=1SC=CC1 2-[[5-[3-chloro-4-(2-methoxyethoxy)phenyl]-1-isobutyl-1H-pyrazol-3-yl]amino]-5-(thiophen-2-yl)pyridine-3-carboxylic acid